ClC=1C=CC2=C(C(CCCN2C(=O)C2=C(C=C(C=C2)NC(C2=C(C=CC=C2)C)=O)C)O)C1 N-(4-((7-chloro-2,3,4,5-tetrahydro-5-hydroxy-1H-1-benzazepin-1-yl)carbonyl)-3-methylphenyl)-2-methylbenzamide